5-(methoxycarbonyl)-1-methyl-1H-pyrazol COC(=O)C1=CC=NN1C